ClC1=C(C#N)C=C(C=C1)C(=O)N1CC=2C(=NN3C=NN(C(C32)=O)[C@@H](C)C3=CC=C(C=C3)OC(F)F)C[C@H]1C |o1:23| 2-chloro-5-((R)-2-((S*)-1-(4-(difluoromethoxy)phenyl)ethyl)-8-methyl-1-oxo-1,2,7,8,9,10-hexahydropyrido[4',3':3,4]pyrazolo[1,5-d][1,2,4]triazine-9-carbonyl)benzonitrile